P(=O)(O)(O)OC[C@H]([C@H]([C@@H]([C@H](C=O)O)O)O)O Glucose 6-Phosphat